cis-1-(5-ethyl-1,3,4-oxadiazol-2-yl)-N-(2-fluoro-5-(1-methyl-1H-1,2,4-triazol-3-yl)-4-(trifluoromethyl)phenyl)-3-methyl-6-azabicyclo[3.1.1]heptane-6-carboxamide C(C)C1=NN=C(O1)C12CC(CC(N1C(=O)NC1=C(C=C(C(=C1)C1=NN(C=N1)C)C(F)(F)F)F)C2)C